Tert-butyl 4-(4-chloro-3-(trifluoromethyl)phenyl)piperazine-1-carboxylate ClC1=C(C=C(C=C1)N1CCN(CC1)C(=O)OC(C)(C)C)C(F)(F)F